C1(=CC=CC=C1)C=1C(C(N=NC1)=O)=O phenyl-pyridazinedione